4-(1-(1H-1,2,4-triazole-1-carbonyl)-1,7-diazaspiro[3.5]nonan-7-yl)-5-fluoro-2,3-dimethyl-1H-indole-7-carboxamide N1(N=CN=C1)C(=O)N1CCC12CCN(CC2)C2=C1C(=C(NC1=C(C=C2F)C(=O)N)C)C